OP(O)(=O)OP(=O)(O)O.C1=CCCCCCCCCCC1 Cyclododecene diphosphate